2'-(2-(4-(Piperazin-1-yl)phenyl)pyridin-4-yl)-5',6'-dihydrospiro[cyclopentane-1,7'-pyrrolo[3,2-c]pyridin] N1(CCNCC1)C1=CC=C(C=C1)C1=NC=CC(=C1)C1=CC2=CNCC3(C2=N1)CCCC3